C(C)(C)(C)OC(=O)N1[C@H](CC(CC1)I)C (2S)-4-iodo-2-methylpiperidine-1-carboxylic acid tert-butyl ester